BrC1=C(C=CC(=C1)F)SC (2-bromo-4-fluorophenyl)(methyl)sulfane